N,N-diisopropylaniline-4-fumarate C(C)(C)N(C1=CC=C(C=C1)\C(=C/C(=O)[O-])\C(=O)[O-])C(C)C